methyl (9R,13S)-13-amino-9-methyl-8-oxo-2,3,7,15-tetraazatricyclo[12.3.1.02,6]octadeca-1(18),3,5,14,16-pentaene-4-carboxylate N[C@H]1CCC[C@H](C(NC2=CC(=NN2C=2C=CN=C1C2)C(=O)OC)=O)C